diethyl oxomalonate O=C(C(=O)OCC)C(=O)OCC